C(C1=CC=CC=C1)(=O)NC1=NC(N([C@H]2[C@H](O[Si](C)(C)C(C)(C)C)[C@H](O)[C@@H](CO[Si](C)(C)C(C)(C)C)O2)C=C1F)=O 4-N-benzoyl-2',5'-bis-O-(tert-butyldimethylsilyl)-5-fluorocytidine